2-(2-((3-isopropyl-2-(8-methyl-[1,2,4]triazolo[1,5-a]pyridin-6-yl)-1H-indol-5-yl)methyl)pyrrolidin-1-yl)-N,N-dimethylacetamide C(C)(C)C1=C(NC2=CC=C(C=C12)CC1N(CCC1)CC(=O)N(C)C)C=1C=C(C=2N(C1)N=CN2)C